CC1=CC(=NC=C1)C1=NC=CC=C1 4-methyl-2,2'-bipyridine